methylsulfonyl-8-azaspiro[4.5]decan-1-ol CS(=O)(=O)C1(CCCC12CCNCC2)O